COC(=O)C=1C(=CC2=CN(N=C2C1)CCCOC)NC(=O)C1=NC(=CC=C1)C(F)(F)F 2-(3-Methoxypropyl)-5-({[6-(trifluoromethyl)pyridin-2-yl]carbonyl}amino)-2H-indazole-6-carboxylic acid methyl ester